FC(C1=CC=C(C(=O)C2CC(=O)OC2)C=C1)(F)F 3-(4-(trifluoromethyl)benzoyl)-γ-butyrolactone